1-Nonyl-2-propylpyridinium acetat C(C)(=O)[O-].C(CCCCCCCC)[N+]1=C(C=CC=C1)CCC